1-(2-fluoropropyl)piperazine FC(CN1CCNCC1)C